C(C(=C)C)(=O)OCCN(CCCC)CCCC N,N-dibutylaminoethyl methacrylate